(3-((2-aminoethyl)amino)propyl)silanetriol NCCNCCC[Si](O)(O)O